C(OC[C@]1(N2CCC(C1=O)CC2)COC)OC[C@]2(N1CCC(C2=O)CC1)COC (1S,1'S,2R,2'R,4S,4'S)-2,2'-((methylenebis(oxy))bis(methylene))bis(2-(methoxymethyl)quinuclidin-3-one)